3-tert-butoxy-1,1'-biphenyl C(C)(C)(C)OC=1C=C(C=CC1)C1=CC=CC=C1